CC(C)C1=CC=C(C=C1)\C=C/C(=O)C1=CC=C(C=C1)S(=O)(=O)NCCC(=O)O 3-[[4-[(Z)-3-(4-Propan-2-ylphenyl)prop-2-enoyl]phenyl]sulfonylamino]propanoic acid